CC1(CC(N(O1)CC1=CC=C(C=C1)C1=NOC(=N1)C(F)(F)F)=O)C 5,5-dimethyl-2-[[4-[5-(trifluoromethyl)-1,2,4-oxadiazol-3-yl]phenyl]methyl]isoxazol-3-one